FC=1C=C(C=C(C1)F)CC=1C=C2C(=NNC2=CC1)N 5-[(3,5-difluorophenyl)methyl]-1H-indazol-3-amine